C(#N)C1=C(N=C(S1)N(N1C(=NC=C1)CC)C)C1=CC=C(C=C1)F 3-((5-cyano-4-(4-fluorophenyl)thiazol-2-yl)(methyl)amino)-2-ethylimidazole